ClC1=CC(=C(OCC=2C=NC=C(C(=O)O)C2)C=C1OCC=1C(=C(C=CC1)C1=CC=CC=C1)C)C=O 5-((4-chloro-2-formyl-5-((2-methyl-[1,1'-biphenyl]-3-yl)methoxy)phenoxy)methyl)nicotinic acid